CN1C(N(C(C1)=O)C=1C=NC(=CC1)N[C@@H]1C[C@H](CC1)NC1=NC=C(N=C1)C)=O 1-Methyl-3-(6-(((1S,3S)-3-((5-methylpyrazin-2-yl)amino)cyclopentyl)amino)pyridin-3-yl)imidazolidine-2,4-dione